6-(2-chloro-3,5-dimethoxyphenyl)-N-(4-(morpholinomethyl)phenyl)-[1,2,4]triazolo[4',3':1,6]pyrido[2,3-d]pyrimidin-2-amine ClC1=C(C=C(C=C1OC)OC)C1=CC2=C(N=C(N=C2)NC2=CC=C(C=C2)CN2CCOCC2)N2C1=NN=C2